5-(3-(2-morpholinoethoxy)phenyl)pyridin-2-amine O1CCN(CC1)CCOC=1C=C(C=CC1)C=1C=CC(=NC1)N